1-[4-bromo-3-(tert-butylsulfamoyl)phenyl]3-(2-Pyridinylmethyl)urea BrC1=C(C=C(C=C1)NC(=O)NCC1=NC=CC=C1)S(NC(C)(C)C)(=O)=O